FC1=C(CNC(=O)C2=C(N=C(N2C)C2=CC=C3C(=NNC3=C2)C(=O)NC)C)C=C(C=C1)OC(F)(F)F 6-(5-((2-fluoro-5-(trifluoromethoxy)benzyl)carbamoyl)-1,4-dimethyl-1H-imidazol-2-yl)-N-methyl-1H-indazole-3-carboxamide